FC1=C(C=CC=C1C(F)(F)F)[C@@H]1N(OCC1)C1=CC(=NC=N1)NC=1C(=CC(=C(C1)NC(C=C)=O)N1CCC(CC1)N1CCOCC1)OC (R)-N-(5-((6-(3-(2-fluoro-3-(trifluoromethyl)phenyl)isoxazolidin-2-yl)pyrimidin-4-yl)amino)-4-methoxy-2-(4-morpholinopiperidin-1-yl)phenyl)acrylamide